S(N)(=O)(=O)C1=C(NC=C1)C(=O)N SULFAMOYL-PYRROLEAMIDE